[N-](S(=O)(=O)C(F)(F)F)S(=O)(=O)C(F)(F)F.C(CCCCCC)[N+](CCCCCCC)(CCCCCCC)CCCCCCC tetraheptylammonium bis(trifluoromethanesulfonyl)imide salt